10-(1-((6-chloro-2-(1,3,4-oxadiazol-2-yl)pyridin-3-yl)amino)ethyl)-3-(hydroxymethyl)-8-methyl-4,5-dihydro-3H,6H-2,2a,5a-triazaaceanthrylen-6-one ClC1=CC=C(C(=N1)C=1OC=NN1)NC(C)C=1C=C(C=C2C(N3CCC(N4N=CC(C12)=C43)CO)=O)C